3-(4-acetoxy-3,5-dimethylbenzamido)propane-1,2-diyl diacetate TFA salt OC(=O)C(F)(F)F.C(C)(=O)OCC(CNC(C1=CC(=C(C(=C1)C)OC(C)=O)C)=O)OC(C)=O